C(C1=CC=CC=C1)OC=1C=C2C(CC(=C(C2=CC1)C1=CC=C(C=C1)N1CCC(CC1)C(OC)OC)C(=C)C)(F)F 1-(4-(6-(benzyloxy)-4,4-difluoro-2-(prop-1-en-2-yl)-3,4-dihydronaphthalen-1-yl)phenyl)-4-(dimethoxymethyl)piperidine